C[C@@]1([C@@H](C1)C)C(=O)N1CCC(CC1)=C ((1R,2R)-1,2-dimethylcyclopropyl)(4-methylenepiperidin-1-yl)methanone